(2R)-6-chloro-N-[3-(4-(methyl[(2S)-1-(trifluoromethoxy)propan-2-yl]amino)-1H-pyrazol-1-yl)bicyclo[1.1.1]pentan-1-yl]-4-oxo-3,4-dihydro-2H-1-benzopyran-2-carboxamide ClC=1C=CC2=C(C(C[C@@H](O2)C(=O)NC23CC(C2)(C3)N3N=CC(=C3)N([C@H](COC(F)(F)F)C)C)=O)C1